6-bromo-2-Ethyl-3-oxo-1,2,3,4-tetrahydroisoquinoline-8-carbaldehyde BrC=1C=C2CC(N(CC2=C(C1)C=O)CC)=O